C(C)(C)(C)N(C(O)=O)[C@@H](C)C=1C=NC=C(C1)N.C1(=CC=C(C=C1)N(C1=CC=C(C=C1)C1(CCCCC1)C1=CC=C(C=C1)N(C1=CC=C(C=C1)C)C1=CC=C(C=C1)C)C1=CC=C(C=C1)C)C 1,1-bis(4-di-p-tolylaminophenyl)cyclohexane tert-butyl-(S)-(1-(5-aminopyridin-3-yl)ethyl)carbamate